Methyl N2-(((9H-fluoren-9-yl)methoxy)carbonyl)-N6-(4-azidobenzoyl)-L-lysinate C1=CC=CC=2C3=CC=CC=C3C(C12)COC(=O)N[C@@H](CCCCNC(C1=CC=C(C=C1)N=[N+]=[N-])=O)C(=O)OC